methyl cis-2-(biphenyl-3-ylmethyl)-3-((dimethylsulfamoyl)amino)piperidine-1-carboxylate C1(=CC(=CC=C1)C[C@@H]1N(CCC[C@@H]1NS(N(C)C)(=O)=O)C(=O)OC)C1=CC=CC=C1